C(C=C)(=O)N1CC(C1)OC=1C(=NC=NC1N)C=1C(=C(C=C(C1)F)NC(C1=C(C=C(C=C1)C1CC1)F)=O)C N-(3-(5-((1-propenoylazetidin-3-yl)oxy)-6-aminopyrimidin-4-yl)-5-fluoro-2-methylphenyl)-4-cyclopropyl-2-fluorobenzamide